C(C)(C)(C)OC(=O)N1CC(C(=CC1)OS(=O)(=O)C(F)(F)F)(F)F.N1C(=CC=C1)C(=O)SCC1=CC=C(C(=O)NCC)C=C1 2-(4-(((1H-pyrrole-2-carbonyl)thio)methyl)benzoylamino)ethane tert-butyl-3,3-difluoro-4-(((trifluoromethyl)sulfonyl)oxy)-3,6-dihydropyridine-1(2H)-carboxylate